(R)-3-Amino-1-(2-((6-Amino-9H-purin-9-yl)methyl)-4-fluoro-3-(2,2,2-trifluoroethyl)phenyl)-N-cyclopropylpyrrolidin-3-carboxamid N[C@]1(CN(CC1)C1=C(C(=C(C=C1)F)CC(F)(F)F)CN1C2=NC=NC(=C2N=C1)N)C(=O)NC1CC1